2-cyclopropyl-5-ethynyl-4,6-difluorobenzo[d]Thiazole C1(CC1)C=1SC2=C(N1)C(=C(C(=C2)F)C#C)F